C(C=CC1=CC=CC=C1)(=O)SCCNC(CCNC([C@@H](C(COP(OP(OC[C@@H]1[C@H]([C@H]([C@@H](O1)N1C=NC=2C(N)=NC=NC12)O)OP(=O)(O)O)(=O)O)(=O)O)(C)C)O)=O)=O cinnamyl-coenzyme A